N-methyl-N-(methylsulfonyl)glycine tert-butyl-(S)-4-(7-fluoroimidazo[1,2-a]pyridin-3-yl)-7-((5-(1-morpholinoethyl)pyridin-2-yl)amino)-1-oxoisoindoline-2-carboxylate C(C)(C)(C)[C@@H]1N(C(C2=C(C=CC(=C12)C1=CN=C2N1C=CC(=C2)F)NC2=NC=C(C=C2)C(C)N2CCOCC2)=O)C(=O)O.CN(CC(=O)O)S(=O)(=O)C